N-[3-(trimethoxysilyl)propyl]N-butylamine CO[Si](CCCNCCCC)(OC)OC